FC1=CC=C(C=C1)N(C(=O)C1(CC1)C(=O)N)C1=CC=C(C=C1)OC1=CC=NC2=CC(=C(C=C12)C)C=C N-(4-Fluorophenyl)-N-(4-((6-methyl-7-vinylquinolin-4-yl)oxy)phenyl)cyclopropane-1,1-dicarboxamide